C1(=CC=CC=C1)C(=C)N1N=CC=C1 1-(1-phenylvinyl)-1H-pyrazole